4-bromo-5-fluoro-2-(6-azaspiro[2.5]oct-6-yl)benzoyl chloride BrC1=CC(=C(C(=O)Cl)C=C1F)N1CCC2(CC2)CC1